C(=O)C1=C(C(=O)NC)C(=CC=C1)O 2-FORMYL-6-HYDROXY-N-METHYLBENZAMIDE